FC(C(=O)O)(F)F.NC[C@H]1OCCN(C1)S(=O)(=O)NC(C1=C(C=C(C(=C1)Cl)OCC1CCCC1)F)=O (R)-N-((2-(aminomethyl)morpholino)sulfonyl)-5-chloro-4-(cyclopentyl-methoxy)-2-fluorobenzamide 2,2,2-trifluoroacetate